C(C1=CC=CC=C1)[C@@H]1COC2=C3C4=C(N(C(N14)=O)C)C=NC3=CC(=C2Br)F (R)-10-benzyl-7-bromo-6-fluoro-2-methyl-9,10-dihydro-8-oxa-2,4,10a-triazanaphtho[2,1,8-cde]azulene-1(2H)-one